[Li]C1CC(CC(C1)[Li])[Li] 1,3,5-trilithiocyclohexane